O.NN=CNCCC[C@@H](C(=O)N1[C@H](C[C@@H](CC1)C)C(=O)O)NS(=O)(=O)C=1C=CC=C2CC(CNC12)C (2R,4R)-1-[(2S)-5-(aminoiminomethyl)amino-2-[(3-methyl-1,2,3,4-tetrahydro-8-quinolinyl)sulphonamido]-1-oxopentyl]-4-methylpiperidine-2-carboxylic acid monohydrate